5,10,15,20-tetraphenylporphyrine cobalt(III) chloride [Co](Cl)(Cl)Cl.C1(=CC=CC=C1)C=1C2=CC=C(N2)C(=C2C=CC(C(=C3C=CC(=C(C=4C=CC1N4)C4=CC=CC=C4)N3)C3=CC=CC=C3)=N2)C2=CC=CC=C2